6-((9-phenyl-9H-carbazol-2-yl)oxy)pyridin-2-amine C1(=CC=CC=C1)N1C2=CC=CC=C2C=2C=CC(=CC12)OC1=CC=CC(=N1)N